FC(C1=CC=NC=C1C(=O)O)(F)F 4-Trifluoromethyl-nicotinic acid